C(C=C)OC(C1=CC=CC=C1)=O benzoic acid allyl ester